(Z)-1-(2-isopropyl-4-(1-(4-(trifluoromethoxy)phenyl)-1H-1,2,4-triazol-3-yl)phenyl)-3-(3-(2-(1-methoxyethyl)-5-methylphenyl)-4-oxothiazolidin-2-ylidene)urea C(C)(C)C1=C(C=CC(=C1)C1=NN(C=N1)C1=CC=C(C=C1)OC(F)(F)F)NC(=O)\N=C\1/SCC(N1C1=C(C=CC(=C1)C)C(C)OC)=O